(bis(t-butoxycarbonyl)amino)-8-bromo-3-((t-butoxycarbonyl)(propyl)carbamoyl)-7-fluorocinnoline 2-oxide C(C)(C)(C)OC(=O)N(C(=O)OC(C)(C)C)C1=C([N+](=NC2=C(C(=CC=C12)F)Br)[O-])C(N(CCC)C(=O)OC(C)(C)C)=O